6-((3S,4S)-4-Amino-3-methyl-2-oxa-8-azaspiro[4.5]decan-8-yl)-3-(Ra)-(2,3-dichlorophenyl)-2-methyl-5-(trifluoromethyl)pyrimidin-4(3H)-one TFA salt OC(=O)C(F)(F)F.N[C@@H]1[C@@H](OCC12CCN(CC2)C2=C(C(N(C(=N2)C)C2=C(C(=CC=C2)Cl)Cl)=O)C(F)(F)F)C